C(C)(C)(C)OC(=O)N1CC2(CC(CO2)=O)CC1 3-oxo-1-oxa-7-azaspiro[4.4]nonane-7-carboxylic acid tert-butyl ester